CC1=C(C=C(C=C1)OC=1C=2N(C=C(N1)C=1C=NN(C1)C)N=CC2)NC(\C=C\C)=O (E)-N-(2-methyl-5-((6-(1-methyl-1H-pyrazol-4-yl)pyrazolo[1,5-a]pyrazin-4-yl)oxy)phenyl)but-2-enamide